1-bromoheptafluorooctane BrC(C(C(C(CCCC)F)(F)F)(F)F)(F)F